hexanedioic acid 1,6-bis(1-methylethyl) ester CC(C)OC(CCCCC(=O)OC(C)C)=O